OC1=CC(N(C=2N=C(N=CC21)NC2=C(C=CC=C2)OC)C2=CC(=CC=C2)OC)=O 5-Hydroxy-8-(3-methoxyphenyl)-2-((2-methoxyphenyl)amino)pyrido[2,3-d]pyrimidin-7(8H)-one